(5S,10S,10aR)-8,10-difluoro-5-methyl-1,5,10,10a-tetrahydropyrrolo[1,2-b]isoquinolin-3(2H)-one FC1=CC=2[C@@H]([C@@H]3N([C@H](C2C=C1)C)C(CC3)=O)F